1-((3aR,7aS)-6-(4-(5-methyl-7H-pyrrolo[2,3-d]pyrimidin-4-yl)-3,4-dihydro-2H-1,4-thiazine-6-carbonyl)octahydro-1H-pyrrolo[2,3-c]pyridin-1-yl)propan-1-one CC1=CNC=2N=CN=C(C21)N2CCSC(=C2)C(=O)N2C[C@@H]1[C@H](CC2)CCN1C(CC)=O